[1,2,4]triazolo[4,3-a][1,4]diazepine-2-carboxylic acid N1N(CN2C1=CN=CC=C2)C(=O)O